arsenic, cyanide [As](C#N)(C#N)C#N